ClC1=CC=C(C(=N1)C(=O)O)N[C@H](C)C1=C2N=C(C(=NC2=CC(=C1)C)C#N)N1CC2C3CCC(C2C1)CC3 6-chloro-3-(((1R)-1-(2-cyano-7-methyl-3-(octahydro-2H-4,7-ethanoisoindol-2-yl)quinoxalin-5-yl)ethyl)amino)picolinic acid